IC=1C(=CC(=C(OC=2C(=NC(=NC2)N)N)C1)C(C)C)OCC(F)(F)F 5-[5-Iodo-2-isopropyl-4-(2,2,2-trifluoro-ethoxy)-phenoxyl]-pyrimidine-2,4-diamine